methyl 3,3-dimethylacrylate CC(=CC(=O)OC)C